O=S1(CCC=2N=C(N=CC21)N2C[C@H](N([C@H](C2)C)C(=O)OC2CC1(CN(C1)CC1=CC=CC=C1)C2)C)=O 2-benzyl-2-azaspiro[3.3]heptan-6-yl (2R,6S)-4-{5,5-dioxo-6H,7H-5λ6-thieno[3,2-d]pyrimidin-2-yl}-2,6-dimethylpiperazine-1-carboxylate